N1CC(C1)OC=1C=CC(=C(C(=O)N[C@H](C)C2=CC(=CC=C2)C=2SC(=CC2)CN[C@H]2C[C@H](CC2)O)C1)C 5-(azetidin-3-yloxy)-N-((R)-1-(3-(5-((((1R,3S)-3-hydroxycyclopentyl)amino)methyl)thiophen-2-yl)phenyl)ethyl)-2-methylbenzamide